N(=[N+]=[N-])[C@H](C(=O)N(C)[C@H](C[C@@H](O[Si](CC)(CC)CC)C=1SC=C(N1)C(=O)OCC)C(C)C)[C@H](CC)C Ethyl 2-((1R,3R)-3-((2S,3S)-2-azido-N,3-dimethyl pentanamido)-4-methyl-1-((triethylsilyl)oxy)pentyl)thiazole-4-carboxylate